3'-((2-hydroxy-3,4-dioxocyclobut-1-en-1-yl)amino)-N-(4-(2-methoxyethoxy)benzyl)-5'-(1H-tetrazol-5-yl)-[1,1'-biphenyl]-4-carboxamide OC1=C(C(C1=O)=O)NC=1C=C(C=C(C1)C1=NN=NN1)C1=CC=C(C=C1)C(=O)NCC1=CC=C(C=C1)OCCOC